O-(((2R,3R,4R,5R)-4-fluoro-3-hydroxy-5-(2-isobutyramido-6-oxo-1,6-dihydro-9H-purin-9-yl)tetrahydrofuran-2-yl)methyl) O-hydrogen (R)-phosphorothioate P(OC[C@H]1O[C@H]([C@@H]([C@@H]1O)F)N1C=2N=C(NC(C2N=C1)=O)NC(C(C)C)=O)(O)([O-])=S